C1[C@H](O)[C@H](O)[C@@H](O)[C@H](O1)CO deoxygulopyranose